C(#N)C=1C(=CC2=C(C=CO2)C1)C(C(=O)OC)C methyl 2-(5-cyanobenzofuran-6-yl)propanoate